cosenone CCCCCCCCCCCCCCCCC=CC(=O)C